C(C1=CC=CC=C1)OC1=NC(=NC=C1)C1(COC1)C 4-(benzyloxy)-2-(3-methyl-oxetan-3-yl)pyrimidine